(R)-2-((tert-butoxycarbonyl)amino)-2-(4-fluorophenyl)acetic acid C(C)(C)(C)OC(=O)N[C@@H](C(=O)O)C1=CC=C(C=C1)F